tert-butyl (R)-4-(2-methyl-4-((1-(3-nitro-5-(trifluoromethyl) phenyl) ethyl) amino)-7-(pyrrolidin-1-yl) pyrido[2,3-d]pyrimidin-6-yl)-1H-pyrazole-1-carboxylate CC=1N=C(C2=C(N1)N=C(C(=C2)C=2C=NN(C2)C(=O)OC(C)(C)C)N2CCCC2)N[C@H](C)C2=CC(=CC(=C2)C(F)(F)F)[N+](=O)[O-]